(5-chloro-2-((1-cyclopropyl-1H-pyrazol-4-yl)amino)pyrimidin-4-yl)phenol ClC=1C(=NC(=NC1)NC=1C=NN(C1)C1CC1)C1=C(C=CC=C1)O